(E)-9-(3-Ethoxy-3-oxoprop-1-en-1-yl)-3-azaspiro[5.5]undecan-3-carboxylate C(C)OC(/C=C/C1CCC2(CCN(CC2)C(=O)[O-])CC1)=O